ClC1=C(C=CC=2C3=C(NC12)CCN(C3C)C(=O)C3=NC=C(C=N3)OCCC#N)Cl 3-((2-(6,7-dichloro-1-methyl-2,3,4,5-tetrahydro-1H-pyrido[4,3-b]indole-2-carbonyl)pyrimidin-5-yl)oxy)propanenitrile